2-[(8-bromo-6-chloro-3-thiomorpholinosulfonyl-4-quinolyl)amino]-5-chloro-benzoic acid BrC=1C=C(C=C2C(=C(C=NC12)S(=O)(=O)N1CCSCC1)NC1=C(C(=O)O)C=C(C=C1)Cl)Cl